2-methyl-1-(piperidin-4-yl)-1H-benzo[d]imidazole hydrochloride Cl.CC1=NC2=C(N1C1CCNCC1)C=CC=C2